C1(CC1)C1=NC=CC(=C1C=1N=CC=2C(N1)=C(N(N2)COCC[Si](C)(C)C)CC2=CC=C(C=C2)C=2N(C=C(N2)C(F)(F)F)C)OC 2-[[5-(2-cyclopropyl-4-methoxy-3-pyridyl)-3-[[4-[1-methyl-4-(trifluoromethyl)imidazol-2-yl]phenyl]methyl]pyrazolo[4,3-d]pyrimidin-2-yl]methoxy]ethyl-trimethyl-silane